OCCO[C@H]1CN(CC1)C(=O)OC(C)(C)C (R)-tert-butyl 3-(2-hydroxyethoxy)pyrrolidine-1-carboxylate